5,5'-((2,2'-dichloro-[1,1'-biphenyl]-3,3'-diyl)bis(4-oxopyrrolo[2,1-f][1,2,4]triazine-6,3(4H)-diyl))bis(4-hydroxyvaleric acid) ClC1=C(C=CC=C1C=1C=C2C(N(C=NN2C1)CC(CCC(=O)O)O)=O)C1=C(C(=CC=C1)C=1C=C2C(N(C=NN2C1)CC(CCC(=O)O)O)=O)Cl